FC(C(=O)O)(F)F.ClC1=C(C=C(C=C1)Cl)N1CCC(CC1)OC=1N=NNC1C(=O)O 4-((1-(2,5-dichlorophenyl)piperidin-4-yl)oxy)-1H-1,2,3-triazole-5-carboxylic acid 2,2,2-trifluoroacetate